COC(=O)C=1C(=CC(=NC1)N1C(C(=CC=C1)F)=O)C1=CC(=NC=C1OC)C(F)F.O=C1N(C=CC=C1)C(=S)N1C(C=CC=C1)=O 1-(2-oxopyridine-1-carbothioyl)pyridin-2-one methyl-2''-(difluoromethyl)-3-fluoro-5''-methoxy-2-oxo-2H-[1,2':4',4''-terpyridine]-5'-carboxylate